N,N-dimethyl-3-(2-nitro-5-((2,3,5,6-tetrafluoro-4-(hydroxymethyl)phenoxy)methyl)phenoxy)benzamide tert-butyl-1-formyl-3-trityl-3,8-diazabicyclo[3.2.1]octane-8-carboxylate C(C)(C)(C)OC(=O)N1C2(CN(CC1CC2)C(C2=CC=CC=C2)(C2=CC=CC=C2)C2=CC=CC=C2)C=O.CN(C(C2=CC(=CC=C2)OC2=C(C=CC(=C2)COC2=C(C(=C(C(=C2F)F)CO)F)F)[N+](=O)[O-])=O)C